N(=C=O)CC(CC12CCC(CC1CN=C=O)C2)(C)N=C=O 2,6-diisocyanatomethyl-2-isocyanatopropyl-norbornane